3-(dibenzylamino)cyclobutyl-6-(4,4,5,5-tetramethyl-1,3,2-dioxaborolan-2-yl)hexanamide C(C1=CC=CC=C1)N(C1CC(C1)C(C(=O)N)CCCCB1OC(C(O1)(C)C)(C)C)CC1=CC=CC=C1